(2S)-2-[[(2S)-1-(9H-fluoren-9-ylmethoxycarbonyl)pyrrolidine-2-carbonyl]amino]-3-methyl-butanoic Acid C1=CC=CC=2C3=CC=CC=C3C(C12)COC(=O)N1[C@@H](CCC1)C(=O)N[C@H](C(=O)O)C(C)C